(R)-tert-butyl ((3-chloro-8,8-dimethyl-7,8-dihydro-2H-1,6,9-trioxa-9a-borabenzo[cd]azulen-2-yl)methyl)carbamate ClC1=CC=C2C3=C1[C@@H](OB3OC(CO2)(C)C)CNC(OC(C)(C)C)=O